N-(2-methoxy-4-(4-((5-methyl-1H-pyrazol-3-yl)amino)-7-(4-methylpiperazin-1-yl)quinazolin-2-yl)phenyl)acrylamide COC1=C(C=CC(=C1)C1=NC2=CC(=CC=C2C(=N1)NC1=NNC(=C1)C)N1CCN(CC1)C)NC(C=C)=O